8-amino-7-((4-fluorobenzyl)amino)-4-(trifluoromethyl)-2H-benzopyran-2-one NC1=C(C=CC=2C(=CC(OC21)=O)C(F)(F)F)NCC2=CC=C(C=C2)F